methyl 5-[1-(tert-butoxycarbonyl) piperidin-4-yl]-1,2-dihydrocinnoline-8-carboxylate C(C)(C)(C)OC(=O)N1CCC(CC1)C1=C2C=CNNC2=C(C=C1)C(=O)OC